OC1=CC(=CC=2OC3=C(C=CC=C3C(C12)=O)O)OC 1,5-Dihydroxy-3-methoxyxanthone